BrC1=CC=CC=[N+]1/C(=N/O)/Cl (Z)-6-bromo-N-hydroxypyridiniumimidoyl chloride